N-(4-hydroxy-phenyl)-oxamide OC1=CC=C(C=C1)NC(=O)C(=O)N